FC=1C=C2C(C3=NC4=CC=C(C=C4C(N3C2=CC1)=O)CNC1=NC=CC=C1)=O 8-fluoro-2-((pyridin-2-ylamino)methyl)indolo[2,1-b]quinazoline-6,12-dione